(E)-1-fluoro-4-((1,1,1,2,2,3,5,6,7,7,7-undecafluoro-4,6-bis(trifluoromethyl)hept-4-en-3-yl)oxy)benzene FC1=CC=C(C=C1)OC(C(C(F)(F)F)(F)F)(/C(=C(/C(C(F)(F)F)(C(F)(F)F)F)\F)/C(F)(F)F)F